F[C@H]1C[C@H]2CCC(N2C1)=O (2S,7aR)-2-fluoro-5-oxotetrahydro-1H-pyrrolizine